N1(C=NC2=C1C=CC=C2)C2=CC=C(C=N2)N 6-benzimidazol-1-yl-pyridin-3-ylamine